FC1=CC2=C(NC(S2)=O)C=C1 6-fluorobenzothiazole-2-one